2-(2-ethyl-6-methoxypyridin-4-yl)-3-isopropyl-5-(piperidin-4-yl)-1H-indole C(C)C1=NC(=CC(=C1)C=1NC2=CC=C(C=C2C1C(C)C)C1CCNCC1)OC